ClC[C@H]1N(CCC1)C (S)-2-(chloromethyl)-1-methylpyrrolidine